Cl.CC1=NOC2=CN=C(C=C21)[C@@H](C)N (R)-1-(3-methylisoxazolo[5,4-c]pyridin-5-yl)ethan-1-amine, hydrochloride